2-(2-(naphthalen-2-yl)-4-(4,4,5,5-tetramethyl-1,3,2-dioxaborolan-2-yl)phenyl)-4,6-diphenyl-1,3,5-triazine C1=C(C=CC2=CC=CC=C12)C1=C(C=CC(=C1)B1OC(C(O1)(C)C)(C)C)C1=NC(=NC(=N1)C1=CC=CC=C1)C1=CC=CC=C1